meglumine (S)-4-(2-(4-(2-acetyl-5-chlorophenyl)-3-methoxy-6-oxopyridazin-1(6H)-yl)-3-phenylpropionamido)benzoate C(C)(=O)C1=C(C=C(C=C1)Cl)C=1C(=NN(C(C1)=O)[C@H](C(=O)NC1=C(C(=O)O[C@@H]([C@@H]([C@H](CNC)O)O)[C@H](O)CO)C=CC=C1)CC1=CC=CC=C1)OC